[Cl-].[Cl-].C(C1=CC=CC=C1)C=1C(=C(C(=C(C1)CC1=CC=CC=C1)O)N1NC(=C(C(=N1)C1=C(C(=CC(=C1O)CC1=CC=CC=C1)CC1=CC=CC=C1)O)[Zr+2])C1=C(C(=CC(=C1O)CC1=CC=CC=C1)CC1=CC=CC=C1)O)O 2,4,6-tris(3,5-dibenzyl-2,6-dihydroxyphenyl)triazinyl-zirconium dichloride